(R)-N-(1-cyanocyclopropyl)-4-(hexahydropyrazino[2,1-c][1,4]oxazin-8(1H)-yl)-2-methyl-9H-pyrimido[4,5-b]indole-7-sulfonamide C(#N)C1(CC1)NS(=O)(=O)C1=CC=C2C3=C(NC2=C1)N=C(N=C3N3C[C@@H]1COCCN1CC3)C